N-((2R,3R,4R,5S,6S)-6-((7H-purin-6-yl)amino)-4,5-dihydroxy-2-(hydroxymethyl)tetrahydro-2H-pyran-3-yl)-5-aminopentanamide N1=CN=C2N=CNC2=C1N[C@@H]1[C@H]([C@@H]([C@H]([C@@H](O1)CO)NC(CCCCN)=O)O)O